4-((S)-2-((1R,4R)-4-(aminomethyl)cyclohexane-1-carbonyl)-1,2,3,4-tetrahydroisoquinoline-1-carboxamido)benzoic acid methyl ester COC(C1=CC=C(C=C1)NC(=O)[C@H]1N(CCC2=CC=CC=C12)C(=O)C1CCC(CC1)CN)=O